(R)-5-(1H-pyrrolo[2,3-b]pyridin-3-yl)-N-(1,1,1-trifluoropropan-2-yl)pyrazolo[1,5-a]pyridine-3-carboxamide N1C=C(C=2C1=NC=CC2)C2=CC=1N(C=C2)N=CC1C(=O)N[C@@H](C(F)(F)F)C